N-benzyl-methyl-aminoethylamine C(C1=CC=CC=C1)N(CCN)C